N-propyl-N'-phenylthiourea C(CC)NC(=S)NC1=CC=CC=C1